CN(C1=NC(=NC(=N1)N(C)C1=CC=C(C=C1)OC#N)N(C1=CC=CC=C1)C)C1=CC=C(C=C1)OC#N 2,4-bis(N-methyl-4-cyanooxyphenylamino)-6-(N-methylanilino)-1,3,5-triazine